i-Propoxybenzyltriethoxysilane C(C)(C)OCCO[Si](OCC)(OCC)CC1=CC=CC=C1